NC=1C(=NC=C(C1)C)OC1=CC=C(C=C1)NC(C=C)=O N-(4-((3-amino-5-methylpyridin-2-yl)oxy)phenyl)acrylamide